ClC=1SC(=CC1[C@@H](C)N(C([O-])=O)C1=C(N=NN1C)C1=NC=C(C=C1)NS(=O)(=O)C)Cl (R)-1-(2,5-dichlorothiophen-3-yl)ethyl(1-methyl-4-(5-(methylsulfonamido)pyridin-2-yl)-1H-1,2,3-triazol-5-yl)carbamate